2-[4-(trifluoromethyl)pyrimidin-2-yl]acetic acid FC(C1=NC(=NC=C1)CC(=O)O)(F)F